8-bromo-2-(4-methoxyphenyl)-3,6-dimethylquinolin-4(3H)-one BrC=1C=C(C=C2C(C(C(=NC12)C1=CC=C(C=C1)OC)C)=O)C